CN1N=CC(=C1)C1=CC=C(CN2C3=C(C=C2)SC=C3C(=O)NC3CC2(CC(C2)C(=O)O)C3)C=C1 6-(4-(4-(1-methyl-1H-pyrazol-4-yl)benzyl)-4H-thieno[3,2-b]pyrrole-3-carboxamido)spiro[3.3]heptane-2-carboxylic acid